3-[2-hydroxy-4-(trifluoromethoxy)phenyl]-4-methyl-6-[[(3R)-1-methyl-3-piperidinyl]amino]-1,2,4-triazin-5-one OC1=C(C=CC(=C1)OC(F)(F)F)C1=NN=C(C(N1C)=O)N[C@H]1CN(CCC1)C